3-(2-Chloroanilino)pyrimido[2,1-b][1,3]benzothiazol-2-one ClC1=C(NC=2C(N=C3SC4=C(N3C2)C=CC=C4)=O)C=CC=C1